1,1'-(1,3-phenylenedi(propan-3,1-diyl))bis(1-methylpyrrolidin-1-ium) 4-methylbenzenesulfonate CC1=CC=C(C=C1)S(=O)(=O)[O-].C1(=CC(=CC=C1)CCC[N+]1(CCCC1)C)CCC[N+]1(CCCC1)C.CC1=CC=C(C=C1)S(=O)(=O)[O-]